Methyl 2-(((tert-butoxycarbonyl)amino)methyl)-5-methyl-1H-benzo[d]imidazole-6-carboxylate C(C)(C)(C)OC(=O)NCC1=NC2=C(N1)C=C(C(=C2)C)C(=O)OC